COC([C@@H](NC(=O)OC(C)(C)C)CCO[C@@H]1C[C@@H](C1)CCC1=NC=2NCCCC2C=C1)=O N-(tert-butoxycarbonyl)-O-(cis-3-(2-(5,6,7,8-tetrahydro-1,8-naphthyridin-2-yl)ethyl)cyclobutyl)homoserine methyl ester